Cl.Cl.O1CCN(CC1)CC1(CC1)CN (1-(morpholinomethyl)cyclopropyl)methylamine dihydrochloride